CN1N=C(C2=NC(=CC(=C21)N2[C@@H](COCC2)C)N2CC1CCC(C2)O1)C1=NNC=C1 3-(1-methyl-7-((R)-3-methylmorpholino)-3-(1H-pyrazol-3-yl)-1H-pyrazolo[4,3-b]pyridin-5-yl)-8-oxa-3-azabicyclo[3.2.1]octane